BrC=1C=C(N)C=C(C1C)C 3-bromo-4,5-dimethylaniline